F[C@H]1CN(CC[C@H]1NC1=CC=CN2C(=C(C=C12)C1=NOC(=N1)CNC(=O)C1CC(C1)O)SC(F)(F)F)C (1r,3r)-N-{[3-(8-{[(3S,4R)-3-fluoro-1-methylpiperidin-4-yl]amino}-3-[(trifluoromethyl)sulfanyl]indolizin-2-yl)-1,2,4-oxadiazol-5-yl]methyl}-3-hydroxycyclobutane-1-carboxamide